Tri(4-methyl-1-heptyl)citrat CC(CCCC(C(C(C(=O)[O-])(CCCC(CCC)C)CCCC(CCC)C)(O)C(=O)[O-])C(=O)[O-])CCC